C(CCCCCCC)NC1=CC(=CC(=C1)NCCCCCCCC)NCCCCCCCC 1,3,5-trioctylaminobenzene